C1(CCC1)N1C(NC2=C1C=C(C=C2)/C=N/N(C)C2=NS(C1=C2C=CC=C1)(=O)=O)=S 3-Cyclobutyl-5-[(E)-[(1,1-dioxo-1,2-benzothiazol-3-yl)-methyl-hydrazono]methyl]-1H-benzimidazole-2-thion